CC(CNC(=O)C1=NC(=CC2=C1OCO2)NC2=CC(=CC=C2)F)(C)C N-(2,2-dimethylpropyl)-6-(3-fluoroanilino)-[1,3]dioxolo[4,5-c]pyridine-4-carboxamide